FC1CN(CCC1)C=1C=C(N=NC1C)C=1C(NC(NC1)=O)=O 5-(5-(3-fluoropiperidin-1-yl)-6-methylpyridazin-3-yl)pyrimidine-2,4(1H,3H)-dione